COC=1C=CC=2C3=C(N(C2C1)CC1=CC=C(C=C1)S(=O)(=O)N)CCNC3=O 4-((7-methoxy-1-oxo-1,2,3,4-tetrahydro-5H-pyrido[4,3-b]indol-5-yl)methyl)benzenesulfonamide